FC1(CC(C1)N1C=NC(=C1C=1SC=C(N1)C(=O)NC1=NC=C(C=C1)N1CCOCC1)C1=CC=C(C=C1)F)F 2-(1-(3,3-difluorocyclobutyl)-4-(4-fluorophenyl)-1H-imidazol-5-yl)-N-(5-morpholinopyridin-2-yl)thiazole-4-carboxamide